F[P-](F)(F)(F)(F)F.N(=[N+]=[N-])C=1N(CC[N+]1CCOC)CCOC 2-azido-1,3-bis(2-methoxyethyl)-4,5-dihydro-1H-imidazol-3-ium hexafluoro-phosphate